ClC1=NC(=C(C(=N1)Cl)C1=C(C=C(C=C1)F)Cl)C 2,4-dichloro-5-(2-chloro-4-fluorophenyl)-6-methylpyrimidine